C(C)(C)(C)C=1C=CC(=C(C1)S(=O)(=O)NC(=O)C=1OC2=C(C1)C(=CC(=C2)C2CC2)F)OC N-((5-(tert-butyl)-2-methoxyphenyl)sulfonyl)-6-cyclopropyl-4-fluorobenzofuran-2-carboxamide